OC(=O)C(F)(F)F.NC1=CC(=CC(N1)=O)C1=CC(=NC=C1C)NC1=NC(=NC=C1)C 6-amino-5'-methyl-2'-((2-methylpyrimidin-4-yl)amino)-[4,4'-bipyridin]-2(1H)-one TFA salt